N-(4-(4-amino-7-methyl-5-(4-(thiazol-2-yl)phenyl)-7H-pyrrolo[2,3-d]pyrimidin-6-yl)phenyl)methacrylamide NC=1C2=C(N=CN1)N(C(=C2C2=CC=C(C=C2)C=2SC=CN2)C2=CC=C(C=C2)NC(C(=C)C)=O)C